NCC1=CC=C(C(=O)C(C#N)C#N)C=C1 2-(4-(aminomethyl)benzoyl)malononitrile